4-(((R/S)-1-(3-((R/S)-1,1-difluoro-2,3-dihydroxy-2-methylpropyl)-2-fluorophenyl)ethyl)amino)-2,6,8,8-tetramethyl-6H-[1,4]oxazino[3,2-g]quinazolin-7(8H)-one FC([C@](CO)(C)O)(F)C=1C(=C(C=CC1)[C@@H](C)NC1=NC(=NC2=CC3=C(C=C12)N(C(C(O3)(C)C)=O)C)C)F |r|